diisopropyl-molybdenum dithiocarbamate C(N)([S-])=S.C(C)(C)[Mo+2]C(C)C.C(N)([S-])=S